6H-Dibenzo[b,d]pyran-2-carboxylic acid C1=C(C=CC=2OCC3=C(C21)C=CC=C3)C(=O)O